di-t-butylbis(methoxymethyl)silane C(C)(C)(C)[Si](COC)(COC)C(C)(C)C